FC1=NC(=CC=C1C(F)(F)F)F 2,6-Difluoro-3-trifluoromethyl-pyridine